3H-benzo[1,2-C:4,5-C']difuran C1C=2C(CO1)=CC=1C(=COC1)C2